Water Ammonium [NH4+].O